N[C@H](C(=O)O)[C@H](C=C)C (2S,3S)-2-amino-3-methylpent-4-enoic acid